N-(2,6-dichloropyrimidin-4-yl)benzenesulfonamide ClC1=NC(=CC(=N1)NS(=O)(=O)C1=CC=CC=C1)Cl